(1r,2s,5r)-rel-5-methyl-2-(1-methylethyl)-cyclohexanol 1-acetate C(C)(=O)O[C@H]1[C@@H](CC[C@H](C1)C)C(C)C |o1:4,5,8|